1-vinyl-3-ethylimidazole ammonium bromide [Br-].[NH4+].C(=C)N1CN(C=C1)CC